3-fluoropyrrolidin hydrochloride salt Cl.FC1CNCC1